2-(2,6-difluorophenyl)acetohydrazide FC1=C(C(=CC=C1)F)CC(=O)NN